CNC(C1=NC=C(C=C1)N1C[C@H]2N(CC=3C(=NC=4C=C(C(NC4C3)=O)C)OCC2)CC1)=O (S)-N-methyl-5-(10-methyl-11-oxo-1,2,4,4a,5,6,11,14-octahydro-3H,12H-pyrazino[1',2':5,6][1,5]oxazocino[2,3-b][1,5]naphthyridin-3-yl)picolinamide